3-piperazineacetic acid N1CC(NCC1)CC(=O)O